lithium vanadium sulfur [S].[V].[Li]